1,1,1,2,3,4,4,5,5,6,6,6-Dodecafluoro-2-(trifluoromethyl)hexan-3-yl ethyl ether C(C)OC(C(C(F)(F)F)(C(F)(F)F)F)(C(C(C(F)(F)F)(F)F)(F)F)F